(1-Methylpiperidin-4-yl)methyl (2-amino-5-(thiophen-2-yl)phenyl)carbamate NC1=C(C=C(C=C1)C=1SC=CC1)NC(OCC1CCN(CC1)C)=O